C(#N)C1=CC=C(C=C1)[C@@H]1CN(C[C@H]1CO)C(=O)OC(C)(C)C |r| Racemic-tert-butyl (3R*,4S*)-3-(4-cyanophenyl)-4-(hydroxymethyl)pyrrolidine-1-carboxylate